N-(2-(1H-imidazol-1-yl)ethyl)-4'-(3-(1-(2-cyanopyrimidin-4-yl)cyclohexyl)ureido)-2'-fluoro-[1,1'-biphenyl]-4-carboxamide N1(C=NC=C1)CCNC(=O)C1=CC=C(C=C1)C1=C(C=C(C=C1)NC(=O)NC1(CCCCC1)C1=NC(=NC=C1)C#N)F